iron(III) muconate C(\C=C\C=C\C(=O)[O-])(=O)[O-].[Fe+3].C(\C=C\C=C\C(=O)[O-])(=O)[O-].C(\C=C\C=C\C(=O)[O-])(=O)[O-].[Fe+3]